CNC(=O)[C@@H]1CN(C(C=2N1N=C1C2CN[C@@H](C1)C)=O)[C@@H](C)C=1C=NC(=NC1)C(F)(F)F (3R,7S)-N,3-dimethyl-10-oxo-9-((S)-1-(2-(trifluoromethyl)pyrimidin-5-yl)ethyl)-1,2,3,4,7,8,9,10-octahydropyrido[4',3':3,4]Pyrazolo[1,5-a]Pyrazine-7-carboxamide